C(C)(C)OC1=CC=C2C(=NC=NC2=C1)N1CCC(CC1)CCP(O)(O)=O (2-(1-(7-isopropoxyquinazolin-4-yl)piperidin-4-yl)ethyl)phosphonic Acid